1,3-bis(3,5-dichlorophenoxy)benzene ClC=1C=C(OC2=CC(=CC=C2)OC2=CC(=CC(=C2)Cl)Cl)C=C(C1)Cl